6-methyl-7-((2-methyl-4-(4-(trifluoromethyl)piperidin-1-yl)phenyl)amino)-2H-benzo[b][1,4]oxazin-3(4H)-one CC1=CC2=C(OCC(N2)=O)C=C1NC1=C(C=C(C=C1)N1CCC(CC1)C(F)(F)F)C